N-(1-tert-butyl-3-{(1S,3r)-3-[(2,5-dioxopyrrolidin-1-yl)oxy]cyclopentyl}-1H-pyrazol-5-yl)-2-(1,2-oxazol-5-yl)acetamide C(C)(C)(C)N1N=C(C=C1NC(CC1=CC=NO1)=O)[C@@H]1C[C@@H](CC1)ON1C(CCC1=O)=O